8-bromo-7-(pyrimidin-2-yl)-2-sulfanyl-3H-pyrazolo[1,5-a][1,3,5]triazin-4-one BrC=1C(=NN2C1N=C(NC2=O)S)C2=NC=CC=N2